F[C@@H]1CN(CC[C@@H]1OC([2H])([2H])[2H])C1=NC=CC(=N1)NC=1N=CC2=C(C=CC(=C2C1)C(C)C)N1CC(C1)CS(=O)(=O)C N-{2-[(3R,4S)-3-fluoro-4-(2H3)methoxypiperidin-1-yl]pyrimidin-4-yl}-8-[3-(methanesulfonylmeth-yl)azetidin-1-yl]-5-(propan-2-yl)isoquinolin-3-amine